C(C1=CC=CC=C1)OC[C@H]1OC([C@@H]([C@H]([C@@H]1OCC1=CC=CC=C1)OCC1=CC=CC=C1)C(F)(F)F)OC[C@H]1O[C@@H]([C@@H](C([C@@H]1OCC1=CC=CC=C1)OCC1=CC=CC=C1)OCC1=CC=CC=C1)OC (2R,3S,4R,5R)-2-(benzyloxymethyl)-3,4-bis(benzyloxy)-5-(trifluoromethyl)-6-(((2R,3R,5R,6S)-3,4,5-tris(benzyloxy)-6-methoxytetrahydro-2H-pyran-2-yl)methoxy)tetrahydropyran